3-(2-(2,2-Difluoroethyl)-1,2,3,4-tetrahydroisochinolin-7-yl)-5-(2-fluoro-6-methoxyphenyl)-1H-pyrazolo[4,3-c]pyridazin-6(5H)-on FC(CN1CC2=CC(=CC=C2CC1)C1=NNC=2C1=NN(C(C2)=O)C2=C(C=CC=C2OC)F)F